(2-Carboxyethyl)-4-(pyridazin-3-yl)pyridazin C(=O)(O)CCC=1N=NC=CC1C=1N=NC=CC1